C(C)(C)(C)C1C(CCCC1)OC(CCC)O 1-(2-t-butylcyclohexyloxy)butanol